COC(=O)C1=NC=2N(C(=C1)C(C)C)N=C(C2C2=C(C=CC=C2C)C)COC 3-(2,6-dimethyl-phenyl)-7-isopropyl-2-methoxymethyl-pyrazolo[1,5-a]pyrimidine-5-carboxylic acid methyl ester